(R)-5-methylmorpholin-3-one C[C@@H]1COCC(N1)=O